6-bromo-2-methyl-indolizine-1-carbonitrile BrC1=CN2C=C(C(=C2C=C1)C#N)C